2-(p-tert-butylphenyl)-1,3-dimethoxypropane C(C)(C)(C)C1=CC=C(C=C1)C(COC)COC